6-[6-methoxy-5-(2-methyl-1,3-thiazol-5-yl)pyridin-2-yl]-3-[(2,2,6,6-tetramethylpiperidin-4-yl)oxy]-1,2,4-triazine COC1=C(C=CC(=N1)C1=CN=C(N=N1)OC1CC(NC(C1)(C)C)(C)C)C1=CN=C(S1)C